ClC1=CC2=C(N(C(N2CCN2CCOCC2)=O)C2CCN(CC2)C2CCC(CC2)C(C)C)C=C1F 5-chloro-6-fluoro-1-(1-(4-isopropylcyclohexyl)piperidin-4-yl)-3-(2-morpholinoethyl)-1,3-dihydro-2H-benzo[d]imidazol-2-one